N(=[N+]=[N-])CC1(CC1)C(=O)OCC ethyl 1-(azidomethyl)cyclopropane-1-carboxylate